CC1=C(SC(=C1)C1=CC=C(C=C1)C1CCNCC1)C(=O)N1C[C@H](CC1)NC(OCCCC)=O butyl (S)-(1-(3-methyl-5-(4-(piperidin-4-yl)phenyl)thiophene-2-carbonyl)pyrrolidin-3-yl)carbamate